OCCN(CCS(=O)(=O)O)CCO 2-[bis(2-Hydroxyethyl)amino]-ethanesulfonic acid